(tert-butylamino)dimethylvinylsilane C(C)(C)(C)N[SiH2]C=C(C)C